methyl-(dimethylol)phosphine CP(CO)CO